3-((1H-indazol-4-yl)methyl)-7-((2,5-dimethylpyrazolo[1,5-a]pyrimidin-7-yl)methyl)-5-methyl-3,5-dihydro-4H-pyridazino[4,5-b]indol-4-one N1N=CC2=C(C=CC=C12)CN1N=CC2=C(N(C=3C=C(C=CC23)CC2=CC(=NC=3N2N=C(C3)C)C)C)C1=O